NC1=CC(=C(C=C1)SC1=C(C(=NC=N1)N(C(=O)OC(C)(C)C)C(=O)OC(C)(C)C)Cl)F 6-((4-amino-2-fluorophenyl)thio)-5-chloro-N,N-di-tert-butoxycarbonylpyrimidin-4-amine